N-(chlorosulfonyl)dimethylamine ClS(=O)(=O)N(C)C